4-(4-(benzo[d]thiazol-2-ylcarbamoyl)-3-(trifluoromethyl)benzyl)-N-phenylpiperidine-1-carboxamide S1C(=NC2=C1C=CC=C2)NC(=O)C2=C(C=C(CC1CCN(CC1)C(=O)NC1=CC=CC=C1)C=C2)C(F)(F)F